(S)-1-(3-Cyano-6-methyl-4-(trifluoromethyl)pyridin-2-yl)-N-methyl-N-(4-methyl-3,4-dihydro-2H-pyrido[3,2-b][1,4]oxazin-6-yl)pyrrolidin-2-carboxamid C(#N)C=1C(=NC(=CC1C(F)(F)F)C)N1[C@@H](CCC1)C(=O)N(C=1C=CC=2OCCN(C2N1)C)C